C(C)(C)(C)OC(=O)N([C@H](C(=O)O[C@@H](C(=O)OCC1=CC=CC=C1)CC1=CC=C(C=C1)N1CCOCC1)CC1CC1)C (2R)-1-(benzyloxy)-3-[4-(morpholin-4-yl)phenyl]-1-oxopropan-2-yl (2S)-2-[[(tert-butoxy)carbonyl](methyl)amino]-3-cyclopropylpropanoate